acrylic acid isocyanatoethyl ester N(=C=O)CCOC(C=C)=O